COC1=CC=C(CN2S(C3=C(OCC2)C=CC=C3)(=O)=O)C=C1 2-(4-methoxybenzyl)-3,4-dihydro-2H-benzo[b][1,4,5]oxathiazepine 1,1-dioxide